ethyl 2-(1-ethyl-3-methyl-1H-pyrazol-5-yl)-1,3-thiazole-5-carboxylate C(C)N1N=C(C=C1C=1SC(=CN1)C(=O)OCC)C